N(=[N+]=[N-])[C@@H]1C([C@@H]([C@H](OC1OCC1=CC=CC=C1)CN=[N+]=[N-])O)(F)F (2R,3R,5S)-5-azido-2-(azidomethyl)-6-(benzyloxy)-4,4-difluorotetrahydro-2H-pyran-3-ol